tert-butyl (3-cyclopropyl-5-morpholinopyrazolo[1,5-a]pyrimidin-7-yl)(4-(pyridin-2-yl)benzyl)carbamate C1(CC1)C=1C=NN2C1N=C(C=C2N(C(OC(C)(C)C)=O)CC2=CC=C(C=C2)C2=NC=CC=C2)N2CCOCC2